FC=1C=C(C=C(C1)F)[C@@H]1CC[C@H]2OC3(C(N21)=O)CCN(CC3)C(=O)C3=NC=CN=C3 (5'S,7a'R)-5'-(3,5-difluorophenyl)-1-(pyrazine-2-carbonyl)tetrahydro-3'H-spiro[piperidine-4,2'-pyrrolo[2,1-b][1,3]-oxazol]-3'-one